2-(4-((5-Cyclopropyl-3-(3,5-dichloropyridin-4-yl)isoxazol-4-yl)methoxy)bicyclo[2.2.2]octan-1-yl)-8-(pyrrolidin-1-yl)chinolin C1(CC1)C1=C(C(=NO1)C1=C(C=NC=C1Cl)Cl)COC12CCC(CC1)(CC2)C2=NC1=C(C=CC=C1C=C2)N2CCCC2